ClC1=C(C(=C(C=C1OC)OC)Cl)C1=NC(=C2C=C(N=CC2=C1)N[C@H]1[C@H](COC1)NC(C=C)=O)NCCS(=O)(=O)CC N-((3R,4S)-4-((7-(2,6-dichloro-3,5-dimethoxyphenyl)-5-((2-(ethylsulfonyl)ethyl)amino)-2,6-naphthyridin-3-yl)amino)tetrahydrofuran-3-yl)acrylamide